9-methoxy-2,2,16,16-tetramethylheptadecanedioic acid COC(CCCCCCC(C(=O)O)(C)C)CCCCCCC(C(=O)O)(C)C